8-[(8-azabicyclo[3.2.1]oct-3-yl)oxy]-4-[(2R)-3-(3,4-dihydro-1H-isoquinolin-2-yl)-2-hydroxy-propyl]-2,3-dihydro-1,4-benzoxazepin-5-one dihydrochloride Cl.Cl.C12CC(CC(CC1)N2)OC2=CC1=C(C(N(CCO1)C[C@@H](CN1CC3=CC=CC=C3CC1)O)=O)C=C2